CC1(OB(OC1(C)C)C1=CC(NC=C1)=O)C 4-(4,4,5,5-tetramethyl-1,3,2-dioxaborolan-2-yl)-1H-pyridin-2-one